ClC1=CC=C(C=C1)N1CC2=CC=CCC2CC1 N-(4-chloro-phenyl)tetrahydroisoquinoline